BrC1=C(C(=CC(=C1)C)[N+](=O)[O-])N(C(OC(C)(C)C)=O)CC(=O)C1CC1 tert-butyl (2-bromo-4-methyl-6-nitrophenyl)(2-cyclopropyl-2-oxoethyl)carbamate